ethyl (2-cyano-2-(2-(3,5-dichloro-4-((6-oxo-4-(pyridin-4-ylmethyl)-1,6-dihydropyridin-3-yl)oxy)phenyl)hydrazono)acetyl)carbamate C(#N)C(C(=O)NC(OCC)=O)=NNC1=CC(=C(C(=C1)Cl)OC1=CNC(C=C1CC1=CC=NC=C1)=O)Cl